Benzo[d]thiazol-2-ylmethyl (2-((S)-1-(2,3-difluorobenzyl)-5-oxopyrrolidin-2-yl)acetyl)-L-valinate FC1=C(CN2[C@@H](CCC2=O)CC(=O)N[C@@H](C(C)C)C(=O)OCC=2SC3=C(N2)C=CC=C3)C=CC=C1F